toluene-4-sulfonic acid hydrazide CC1=CC=C(C=C1)S(=O)(=O)NN